7-chloro-2-(2-cyclopropyl-4,5-difluorophenyl)-8-hydroxy-3-((2-(trifluoromethyl)pyrimidin-5-yl)methyl)benzo[4,5]thieno[2,3-d]pyrimidin-4(3H)-one ClC1=C(C2=C(C3=C(N=C(N(C3=O)CC=3C=NC(=NC3)C(F)(F)F)C3=C(C=C(C(=C3)F)F)C3CC3)S2)C=C1)O